(2r,4r,6S)-N-{[(7S)-4-[5-(5-fluoro-2-methoxypyridin-4-yl)-1H-pyrazole-3-carbonyl]-4-azaspiro[2.5]oct-7-yl]methyl}-2,6-dimethylpiperidine-4-carboxamide FC=1C(=CC(=NC1)OC)C1=CC(=NN1)C(=O)N1C2(CC2)C[C@H](CC1)CNC(=O)C1C[C@H](N[C@H](C1)C)C